(5,6-difluoro-4-(2-hydroxypropan-2-yl)pyridin-3-yl)-6-(trifluoromethyl)pyridineamide FC=1C(=C(C=NC1F)C=1C(=NC(=CC1)C(F)(F)F)C(=O)N)C(C)(C)O